N1(CC2(CCC1)OCC1=C2N=CN=C1)CC1=CN=C(S1)NC(C)=O N-(5-((5H-Spiro[furo[3,4-d]pyrimidine-7,3'-piperidin]-1'-yl)methyl)thiazol-2-yl)acetamide